glycerol mono-pyruvate C(C(=O)C)(=O)OCC(O)CO